NC=1C2=C(N=CN1)N(C(=C2C2=CC=C(C=C2)OC2=NC=CC=N2)C2CN(CC2)C(C=C)=O)C2CCOCC2 1-(3-(4-amino-5-(4-(pyrimidin-2-yloxy)phenyl)-7-(tetrahydro-2H-pyran-4-yl)-7H-pyrrolo[2,3-d]pyrimidin-6-yl)pyrrolidin-1-yl)prop-2-en-1-one